3-chloro-6-[6-(dimethylphosphoryl)pyridin-3-yl]-7-fluoro-2-methyl-N-[(1S)-1-(pyridin-2-yl)propyl]-1,5-naphthyridin-4-amine ClC=1C(=NC2=CC(=C(N=C2C1N[C@@H](CC)C1=NC=CC=C1)C=1C=NC(=CC1)P(=O)(C)C)F)C